3-bromo-1-(2-nitrophenyl)-1H-pyrrole-2,5-dione BrC=1C(N(C(C1)=O)C1=C(C=CC=C1)[N+](=O)[O-])=O